O(C1=CC=CC=C1)C(CCP)OC1=CC=CC=C1 diphenoxypropyl-phosphine